FC1=CC=C(C=C1)C1=CC2=C(N(C=N2)C(C)C2=CC(=C(C=C2)OCC=2C=NC(=CC2)C(F)(F)F)OC)C=C1 5-(4-fluorophenyl)-1-(1-(3-methoxy-4-((6-(trifluoromethyl)pyridin-3-yl)methoxy)phenyl)ethyl)-1H-benzo[d]imidazole